FC1=C(C=CC(=C1OC)NCC#CC1=C(C2=C(S1)C(=CC=C2)N[C@H]2[C@H](CN(CC2)C)F)CC(F)(F)F)P(C)(C)=O (2-fluoro-4-((3-(7-(((3S,4R)-3-fluoro-1-methylpiperidin-4-yl)amino)-3-(2,2,2-trifluoroethyl)benzo[b]thiophen-2-yl)prop-2-yn-1-yl)amino)-3-methoxyphenyl)dimethylphosphine oxide